ClC1=CC=C(C=C1)C1=NN2C(CN([C@H](C2)C)C(\C=C\CN(C)C)=O)=C1C1=CC=NC=C1 (2E)-1-[(6S)-2-(4-chlorophenyl)-6-methyl-3-(pyridin-4-yl)-6,7-dihydropyrazolo[1,5-a]pyrazin-5(4H)-yl]-4-(dimethylamino)but-2-en-1-one